3,4-dihydro-2H-pyridine N1CCCC=C1